ClC1=C(C=CC(=C1)F)C1=CC(OC2=CC(=CC=C12)O[C@@H](C(N1CC2CCC(C1)N2CCC)=C=O)C)=O 4-(2-chloro-4-fluorophenyl)-7-(((2R)-1-carbonyl-1-(8-propyl-3,8-diazabicyclo[3.2.1]oct-3-yl)propan-2-yl)oxy)-2H-chromen-2-one